NCC(C#N)(C)C 3-amino-2,2-dimethylpropionitrile